BrC1=CC(=CC2=CC=CC=C12)F 1-bromo-3-fluoronaphthalene